N-(3-chloro-5-(ethylsulfonamido)phenyl)-5-(5-fluoropyrimidin-2-yl)-1-methyl-1H-pyrrole-3-carboxamide ClC=1C=C(C=C(C1)NS(=O)(=O)CC)NC(=O)C1=CN(C(=C1)C1=NC=C(C=N1)F)C